C(C)(=O)C=1C=C(C=C2C(C(=C(OC12)C(C)C)C)=O)C 8-acetyl-2-isopropyl-3,6-dimethyl-4H-chromen-4-one